COC(=O)C1C=C(CC1)C1=NC2=CC=C(C=C2C=C1)CO[Si](C1=CC=CC=C1)(C1=CC=CC=C1)C(C)(C)C 3-[6-[[tert-butyl-(diphenyl)silyl]oxymethyl]-2-quinolinyl]cyclopent-2-ene-1-carboxylic acid methyl ester